1,2-dimethyl-3-propylimidazolium bis(trifluoromethanesulfonyl)imide salt [N-](S(=O)(=O)C(F)(F)F)S(=O)(=O)C(F)(F)F.CN1C(=[N+](C=C1)CCC)C